[N+](=O)([O-])C1(C(C=CC(=C1)[N+](=O)[O-])OC)CO 2,4-dinitroanisolemethanol